ClC(=O)C=1C=CC=C2C=CC=C(C12)C(=O)OC methyl 8-(chlorocarbonyl)-1-naphthoate